2-(ethoxycarboxyl)prop-2-yl dithiobenzoate C(C1=CC=CC=C1)(=S)SC(C)(C)C(=O)OOCC